4,4''-bis[{4-(naphthalen-1-yl)phenyl}-phenylamino]-1,1':2',1''-terphenyl C1(=CC=CC2=CC=CC=C12)C1=CC=C(C=C1)N(C1=CC=C(C=C1)C=1C(=CC=CC1)C1=CC=C(C=C1)N(C1=CC=CC=C1)C1=CC=C(C=C1)C1=CC=CC2=CC=CC=C12)C1=CC=CC=C1